FC1=C(C=C(C=C1)F)[C@@H]1N(CCC1)C1=NC=2N(C=C1)N=CC2C(=O)N[C@H](CO)CC 5-((R)-2-(2,5-difluorophenyl)pyrrolidin-1-yl)-N-((S)-1-hydroxybutan-2-yl)pyrazolo[1,5-a]pyrimidine-3-carboxamide